(E)-1-Methoxy-2-(1-(p-tolylsulfinyl)-2-tosylvinyl)benzene tert-butyl-(4R)-4-[(1S)-1-isobutyl-5-oxo-pentyl]-2,2-dimethyl-oxazolidine-3-carboxylate C(C)(C)(C)OC(=O)N1C(OC[C@H]1[C@@H](CCCC=O)CC(C)C)(C)C.COC1=C(C=CC=C1)/C(=C\S(=O)(=O)C1=CC=C(C)C=C1)/S(=O)C1=CC=C(C=C1)C